ClC1=CC=C(C=C1)C=1C=CC(N(N1)CCC1=CC=CC=C1)=O 6-(4-chlorophenyl)-2-phenethylpyridazin-3(2H)-one